COC1=CC=C(C=N1)[C@H]1COC2=C(O1)C=CC(=C2)CN2C=NC=1C2=NC=C(C1)C#CC(C)(N)C (S)-4-(3-((2-(6-methoxypyridin-3-yl)-2,3-dihydrobenzo[b][1,4]dioxin-6-yl)methyl)-3H-imidazo[4,5-b]pyridin-6-yl)-2-methylbut-3-yn-2-amine